NC1=NC(=C(C=C1C=1C=C2CCNC(C2=CC1)=O)C1=CC=C(C=C1)C1CCNCC1)Cl 6-(2-amino-6-chloro-5-(4-(piperidin-4-yl)phenyl)pyridin-3-yl)-3,4-dihydroisoquinolin-1(2H)-one